CC(C)(C#C)NC(=O)C=1N=C(N(C1)C=1C=CC=2N(C1)C(=CN2)C(=O)N)C2=NC(=CC=C2)C 6-(4-((2-Methyl-3-butyn-2-yl)carbamoyl)-2-(6-methylpyridin-2-yl)-1H-imidazol-1-yl)imidazo[1,2-a]pyridine-3-carboxamide